CC1=NC=CC(=C1)CNC1CN(CCC1)C=1C=NC=C(C1)C(F)(F)F N-[(2-methylpyridin-4-yl)methyl]-1-[5-(trifluoromethyl)pyridin-3-yl]piperidin-3-amine